(Z)-3,7-diethyl-6-hydroxy-3,7-dimethylnon-5-en-4-one C(C)C(CC)(C(\C=C(\C(CC)(C)CC)/O)=O)C